(S)-6-(cyclopropylmethyl)-N-((S)-1-(5-(7-methoxy-2-methyl-1-oxo-1,2-dihydroisoquinolin-6-yl)oxazol-2-yl)-7-oxononyl)-6-azaspiro[2.5]octane-1-carboxamide C1(CC1)CN1CCC2(C[C@@H]2C(=O)N[C@@H](CCCCCC(CC)=O)C=2OC(=CN2)C=2C=C3C=CN(C(C3=CC2OC)=O)C)CC1